[Ge].[Os].[Hf] hafnium osmium germanium